4-aminopropionyl-piperidine NCCC(=O)C1CCNCC1